[NH4+].C(C1=CC=CC=C1)(=O)C1=CC=CC=C1 benzophenone ammonium salt